3,3-dimethyl-4-oxo-2H,3H,4H,5H-pyrido[3,2-b][1,4]oxazepine CC1(C(NC2=C(OC1)C=CC=N2)=O)C